[Na+].C1=CC=CC=2C3=CC=CC=C3C(C12)CN(C([O-])=O)[C@H]1C2N(CC1CC2)C(=O)C=2C=C(C=1N(C2)N=C(C1C)C=1N(C2=CC(=CC=C2C1)Br)CC1CC1)OC (9H-Fluoren-9-yl)methyl-((7R)-2-(2-(6-bromo-1-(cyclopropylmethyl)-1H-indol-2-yl)-4-methoxy-3-methylpyrazolo[1,5-a]pyridine-6-carbonyl)-2-azabicyclo[2.2.1]heptan-7-yl)carbamate Sodium